N1C(=NC2=C1C=CC=C2)C2=CC=CC(=N2)N2CCC(CC2)N2C(N=C(C=C2)C(=O)N)NC2=NC=CC=C2 1-(1-(6-(1H-benzo[d]imidazol-2-yl)pyridinyl)piperidin-4-yl)-2-(pyridin-2-ylamino)Pyrimidine-4-carboxamide